oxygen pentafluoro-cyclotriphosphazene FP1=NP(=NP(=N1)(F)F)(F)F.[O]